iso-propyl peroxydicarbonate C(=O)(OC(C)C)OOC(=O)[O-]